C(CCCCCCC\C=C/CCCCCC)(=O)OCCCCCCCC\C=C/C[C@H](O)CCCCCC ricinoleyl palmitoleate